4-{3-(cyanomethyl)-3-[3-(7H-pyrrolo[2,3-d]pyrimidin-4-yl)-1H-pyrrol-1-yl]azetidin-1-yl}-N-(2,4-difluoro-phenyl)piperidine-1-carboxamide C(#N)CC1(CN(C1)C1CCN(CC1)C(=O)NC1=C(C=C(C=C1)F)F)N1C=C(C=C1)C=1C2=C(N=CN1)NC=C2